2-fluoro-N-[3-[1H-imidazol-5-ylmethyl(methyl)amino]phenyl]-N-isobutyl-benzamide FC1=C(C(=O)N(CC(C)C)C2=CC(=CC=C2)N(C)CC2=CN=CN2)C=CC=C1